COCCN1N=CC(=C1)C=1C=C(C2=C(N(N=C2C1)C)C=1C=C2[C@H](CNC(C2=C(C1)OC(F)F)=O)C)C#N |o1:22| 6-[1-(2-methoxyethyl)pyrazol-4-yl]-2-methyl-3-[rel-(4R)-8-(difluoromethoxy)-4-methyl-1-oxo-3,4-dihydro-2H-isoquinolin-6-yl]indazole-4-carbonitrile